2-methyl-1-(4-(4,4,5,5-tetramethyl-1,3,2-dioxaborolan-2-yl)-1H-pyrazol-1-yl)propane-2-ol CC(CN1N=CC(=C1)B1OC(C(O1)(C)C)(C)C)(C)O